OC1=C(OC2=C1C=CC=C2)C(=O)OC methyl 3-hydroxybenzofuran-2-carboxylate